3-(tert-Butoxymethyl)-1H-pyrazole C(C)(C)(C)OCC1=NNC=C1